C(OC(C(CCCC)CC)OOC(C)(C)C)([O-])=O t-butyl-peroxy-(2-ethylhexyl) carbonate